4-(tert-butyl)-N-(1-(thiophene-2-carbonyl)-1,2,3,4-tetrahydroquinolin-6-yl)benzamide C(C)(C)(C)C1=CC=C(C(=O)NC=2C=C3CCCN(C3=CC2)C(=O)C=2SC=CC2)C=C1